(E)-3-(3-{4-[(E)-2-Carboxyethenyl]-2-methoxyphenoxy}-4-hydroxy-5-methoxyphenyl)acrylic acid C(=O)(O)/C=C/C1=CC(=C(OC=2C=C(C=C(C2O)OC)/C=C/C(=O)O)C=C1)OC